6-(3-methoxyphenyl)-8-nitro-3-(1H-tetrazol-5-yl)-2H-chromen-2-one COC=1C=C(C=CC1)C=1C=C2C=C(C(OC2=C(C1)[N+](=O)[O-])=O)C1=NN=NN1